CC=1C=C(C=C(C1)C)N1C(=CC=C1)C(=O)NC1=NC(=CC=C1)C1=NN=CN1C(C)C (3,5-Dimethylphenyl)-N-(6-(4-isopropyl-4H-1,2,4-triazol-3-yl)pyridin-2-yl)-1H-pyrrole-2-carboxamide